C(C1=CC=CC=C1)OC1=CC=CS1 5-(benzyloxy)thiophen